alpha-ketoglutarate sodium salt [Na+].O=C(C(=O)[O-])CCC(=O)[O-].[Na+]